C(C)C1=C(C=C(C(=C1)CC)N)N 4,6-diethyl-m-phenylenediamine